Cl.COC([C@@H](NC(C)(C)C)CCC(=O)O)=O tert-butyl-L-glutamic acid methyl ester hydrochloride